CN1C=CC2=C(C=CC=C12)C(C(=O)N)CC (1-methyl-1H-indol-4-yl)butanamide